folic acid (PTEROYLMONOGLUTAMATE) C(C1=CC=C(NCC2=CN=C3N=C(N)NC(=O)C3=N2)C=C1)(=O)N[C@@H](CCC(=O)O)C(=O)O.C(CC[C@@H](C(=O)O)NC(=O)C1=CC=C(NCC2=CN=C3N=C(N)NC(=O)C3=N2)C=C1)(=O)O